(S)-2-((((9H-Fluoren-9-yl)methoxy)carbonyl)amino)-3-(4-(tert-butoxycarbonyl)-3-fluorophenyl)propanoic acid C1=CC=CC=2C3=CC=CC=C3C(C12)COC(=O)N[C@H](C(=O)O)CC1=CC(=C(C=C1)C(=O)OC(C)(C)C)F